C(C)C(C(=O)OCCCCCCCCCCCCCCCC)CCCC cetyl Alcohol ethyl-hexanoate